1-[({1-[5-(difluoromethyl)(1,3,4-thiadiazol-2-yl)]-4-[4-(pyrrolidinylcarbonyl)-piperazinyl]-1H-indazol-6-yl}sulfonyl)amino]cyclopropanecarbonitrile FC(C1=NN=C(S1)N1N=CC2=C(C=C(C=C12)S(=O)(=O)NC1(CC1)C#N)N1CCN(CC1)C(=O)N1CCCC1)F